C(CCCCC(=O)O)(=O)O.C(CCCCCO)O 1,6-Hexanediol Adipate